ClC=1C=CC2=C(C(=CS2)C2=NC3=C(N2CC2CN(C2)C2=NC(=NC=C2)C)C(=CC(=C3)C(=O)N3[C@@H]2CC[C@H](C3)[C@H]2N)OC)C1 (1R,4R,7R)-2-[2-(5-chloro-1-benzothiophen-3-yl)-7-methoxy-1-{[1-(2-methylpyrimidin-4-yl)azetidin-3-yl]methyl}-1H-1,3-benzodiazole-5-carbonyl]-2-azabicyclo[2.2.1]heptan-7-amine